NC=1C=C(C=CC1)C1=NC(=NC=C1C1=CC(=C(C=C1)OC1=NC=CC(=N1)C)F)N 4-(3-aminophenyl)-5-(3-fluoro-4-((4-methylpyrimidin-2-yl)oxy)phenyl)pyrimidin-2-amine